COC(NC=1N=C(C2=C(N1)C(=NN2CC2=NC=C(C=C2OC)Br)I)O)=O (1-((5-bromo-3-methoxypyridin-2-yl)methyl)-7-hydroxy-3-iodo-1H-pyrazolo[4,3-d]Pyrimidin-5-yl)carbamic acid methyl ester